tetraethyl (2-(hydroxymethyl)propane-1,3-diyl)bis(phosphonate) OCC(CP(OCC)(OCC)=O)CP(OCC)(OCC)=O